FC=1C=C(C=CC1S(=O)(=O)C)C=1N(C(=C(C1C(=O)N)C)C1=C(C=CC=C1)C(F)(F)F)C1COC1 (3-fluoro-4-(methylsulfonyl)phenyl)-4-methyl-1-(oxetan-3-yl)-5-(2-(trifluoromethyl)phenyl)-1H-pyrrole-3-carboxamide